Tert-butyl N-[1-[[1-(2,6-dioxo-3-piperidyl)-3-methyl-2-oxo-benzimidazol-4-yl]methyl]-4-piperidyl]-N-methyl-carbamate O=C1NC(CCC1N1C(N(C2=C1C=CC=C2CN2CCC(CC2)N(C(OC(C)(C)C)=O)C)C)=O)=O